C(#N)C1=C(C=C(C=C1)NC([C@@](CN1N=CC(=C1)NC(OC(C)(C)C)=O)(C)O)=O)C(F)(F)F (S)-tert-butyl (1-(3-((4-cyano-3-(trifluoromethyl)phenyl)amino)-2-hydroxy-2-methyl-3-oxopropyl)-1H-pyrazol-4-yl)carbamate